(5S)-5-(4-Methoxyphenyl)-3,3-dimethyl-N-[(1S)-1-methylpropyl]morpholine-4-carboxamide COC1=CC=C(C=C1)[C@H]1COCC(N1C(=O)N[C@H](CC)C)(C)C